C(#N)C=1C(=NC(=NC1)NC1=C(C=C(C=C1)N1CCC(CC1)N1CCN(CC1)C)OC(F)F)NC1=C(SC=C1)C(=O)N 3-((5-cyano-2-((2-(difluorometh-oxy)-4-(4-(4-methylpiperazin-1-yl)piperidin-1-yl)phenyl)amino)-pyrimidin-4-yl)amino)thiophene-2-carboxamide